(2-((5-chloro-((4-(7-(cyclopropylamino)-2-azaspiro[3.5]nonan-2-yl)-3-methylphenyl)amino)pyrimidin-4-yl)amino)phenyl)dimethylphosphine oxide ClC=1C(=NC(=NC1)NC1=CC(=C(C=C1)N1CC2(C1)CCC(CC2)NC2CC2)C)NC2=C(C=CC=C2)P(C)(C)=O